N1=C2C(=CC=C1N(C(C#C[C@@H]1OCCC1)=O)C1=C(C=C(C(=C1)C)I)C1CC1)CCC2 N-{5H,6H,7H-cyclopenta[b]pyridin-2-yl}-N-(2-cyclopropyl-4-iodo-5-methylphenyl)-3-[(2R)-oxolan-2-yl]prop-2-ynamide